(4-(4-(3,5-dimethyl-1H-1,2,4-triazol-1-yl)-5-fluoropyrimidin-2-yl)piperazin-1-yl)(5-(2-methylthiazol-5-yl)-4,5-dihydro-1H-pyrazol-1-yl)methanone CC1=NN(C(=N1)C)C1=NC(=NC=C1F)N1CCN(CC1)C(=O)N1N=CCC1C1=CN=C(S1)C